(2-fluoro-3-methoxy-6-(pyrazolo[1,5-a]pyridin-2-yl)phenyl)methanamine FC1=C(C(=CC=C1OC)C1=NN2C(C=CC=C2)=C1)CN